2-(4-fluorophenyl)-7,7-dimethyl-6,7-dihydropyrazolo[1,5-a]pyrazin-4(5H)-one FC1=CC=C(C=C1)C1=NN2C(C(NCC2(C)C)=O)=C1